2-acetyl-5-methoxyphenyl 4-oxo-4-phenylbutyrate O=C(CCC(=O)OC1=C(C=CC(=C1)OC)C(C)=O)C1=CC=CC=C1